tert-butyl (5-chloro-7-morpholinothieno[3,2-b]pyridin-2-yl)carbamate ClC1=CC(=C2C(=N1)C=C(S2)NC(OC(C)(C)C)=O)N2CCOCC2